[4-(4-oxo-7-phenyl-4,7-dihydro-3H-pyrrolo[2,3-d]pyrimidin-5-yl)-benzyl]-carbamic acid tert-butyl ester C(C)(C)(C)OC(NCC1=CC=C(C=C1)C1=CN(C=2N=CNC(C21)=O)C2=CC=CC=C2)=O